ClC=1C(=C(C(=CC1)C(F)F)C1=CN=CC(=N1)C(=O)NC=1C=NN(C1)[C@@H](C)C=1C(=NC(=C(C1)F)N1C([C@@H]2C[C@@H]2C1)=O)C)F 6-(3-Chloro-6-(difluoromethyl)-2-fluorophenyl)-N-(1-((S)-1-(5-fluoro-2-methyl-6-((1R,5S)-2-oxo-3-azabicyclo[3.1.0]hex-3-yl)pyridin-3-yl)ethyl)-1H-pyrazol-4-yl)pyrazine-2-carboxamide